C1C(CC2=CC=CC=C12)NC(=O)C1=CC=NC=2N1N=C(C2C(=O)N)CS(=O)(=O)C N7-indan-2-yl-2-(methylsulfonylmethyl)pyrazolo[1,5-a]pyrimidine-3,7-dicarboxamide